3-chloro-1-hexanal ClC(CC=O)CCC